BrC=1C=C2C(=NC1)C=NN2CC=2C(=NC=CC2)C 6-bromo-1-((2-methylpyridin-3-yl)methyl)-1H-pyrazolo[4,3-b]pyridine